2-(5-methoxy-1H-indol-3-yl)-N-methylethanamine hydrochloride Cl.COC=1C=C2C(=CNC2=CC1)CCNC